O=C1COCCC1NC(OC(C)(C)C)=O tert-butyl (3-oxotetrahydro-2H-pyran-4-yl)carbamate